C(C=CC1=CC=CC=C1)(=O)OCC1=CC=CC=C1 benzyl cinnamate